CC1=CC=CC(=N1)C(=O)C1=CC=C(C=C1)C1=NOC(=N1)C(F)(F)F (6-methyl-2-pyridyl)-[4-[5-(trifluoromethyl)-1,2,4-oxadiazol-3-yl]phenyl]methanone